C(C)(=O)C(C(=O)O)(O)C 2-acetyl-lactic acid